ClC=1N=C(C2=C(N1)N(C=C2)[C@@H]2O[C@@]([C@H](C2)O)(CO)C#C)NC(CCCC)=O N-(2-chloro-7-((2R,4S,5R)-5-ethynyl-4-hydroxy-5-(hydroxymethyl)tetrahydrofuran-2-yl)-7H-pyrrolo[2,3-d]pyrimidin-4-yl)pentanamide